C12CN(CC(N1)C2)C2=NC=C(C(=N2)NC=2C=C1C=C(C(N(C1=NC2)C(C)C)=O)OCC(=O)NC)Cl 2-((6-((2-(3,6-diazabicyclo[3.1.1]heptan-3-yl)-5-chloropyrimidin-4-yl)amino)-1-isopropyl-2-oxo-1,2-dihydro-1,8-naphthyridin-3-yl)oxy)-N-methylacetamide